[3-(2-pyridyldithio)propioamido]hexanoate N1=C(C=CC=C1)SSCCC(=O)NC(C(=O)[O-])CCCC